tantalum (II) bis(2-ethylhexanoate) C(C)C(C(=O)[O-])CCCC.C(C)C(C(=O)[O-])CCCC.[Ta+2]